(S)-tert-butyl 4-chloro-3-(3-(2-chloro-5-(ethoxycarbonyl)-3-nitrophenoxy)-2-hydroxypropoxy)-5-nitrobenzoate ClC1=C(C=C(C(=O)OC(C)(C)C)C=C1[N+](=O)[O-])OC[C@H](COC1=C(C(=CC(=C1)C(=O)OCC)[N+](=O)[O-])Cl)O